5-(3,6-diazabicyclo[3.1.1]heptan-3-yl)-3-cyclopropyl-N-(4-(pyridin-2-yl)benzyl)pyrazolo[1,5-a]pyrimidin-7-amine C12CN(CC(N1)C2)C2=NC=1N(C(=C2)NCC2=CC=C(C=C2)C2=NC=CC=C2)N=CC1C1CC1